C6-methoxy-7-nitro-1,2,3,4-tetrahydroquinoline COC=1C=C2CCCNC2=CC1[N+](=O)[O-]